2-(tert-butyl) 3-methyl (3S,5S)-9-methoxy-7-(4-methoxybenzyl)-6-oxo-2,7-diazaspiro[4.4]nonane-2,3-dicarboxylate COC1CN(C([C@]12C[C@H](N(C2)C(=O)OC(C)(C)C)C(=O)OC)=O)CC2=CC=C(C=C2)OC